C(C1=CC=CC=C1)OC([C@H](C(C)(C)C)O)=O 3,3-dimethyl-2-(S)-hydroxybutanoic acid benzyl ester